CC=1C=C2C(=CN1)NN=C2C(=O)N 5-methyl-pyrazolo[3,4-c]pyridine-3-carboxamide